4-chloro-2-cyclobutyl-5-methylphenol ClC1=CC(=C(C=C1C)O)C1CCC1